DiazDiazet N1=NN=N1